C(#N)C1=C(OC=2C=C3C(N(C=NC3=CC2)CC(CC2CCN(CC2)C(=O)OC(C)(C)C)C)=O)C(=CC=C1F)F tert-butyl 4-[3-[6-(2-cyano-3,6-difluoro-phenoxy)-4-oxo-quinazolin-3-yl]-2-methyl-propyl]piperidine-1-carboxylate